cis-methyl 3-((5-fluoro-4-(3-(2-oxopyridin-1(2H)-yl)phenyl)pyrimidin-2-yl)amino)cyclobutane-1-carboxylate FC=1C(=NC(=NC1)N[C@H]1C[C@H](C1)C(=O)OC)C1=CC(=CC=C1)N1C(C=CC=C1)=O